ClC1=CC=C(CNC(=O)C=2C(N(C3=C(C=CN=C3C2)OCC2(CC2)S(=O)(=O)C2(CC2)CO)C)=O)C=C1 N-(4-chlorobenzyl)-8-((1-((1-(hydroxymethyl)cyclopropyl)sulfonyl)cyclopropyl)methoxy)-1-methyl-2-oxo-1,2-dihydro-1,5-naphthyridine-3-carboxamide